6-((4-((5-Cyclopropyl-3-(3,5-dichloropyridin-4-yl)isoxazol-4-yl)methoxy)bicyclo[2.2.2]octan-1-yl)ethynyl)-4-isopropoxychinolin C1(CC1)C1=C(C(=NO1)C1=C(C=NC=C1Cl)Cl)COC12CCC(CC1)(CC2)C#CC=2C=C1C(=CC=NC1=CC2)OC(C)C